CC1=C(C(=O)NC2(CC2)C2=CC=CC3=CC=CC=C23)C=C(C=C1)OC[C@@H]1N(CC1)C (R)-2-Methyl-5-((1-methylazetidin-2-yl)methoxy)-N-(1-(naphthalen-1-yl)cyclopropyl)benzamide